Cl.CN(S(=O)=O)CC1=CC=C(C=C1)C1=CC=NC=2NC(C=CC12)=O N-methyl-N-(4-(7-oxo-7,8-dihydro-1,8-naphthyridin-4-yl)benzyl)sulfonamide hydrochloride